1-((S)-1-(2-((R*)-1-amino-2-((1,1,1-trifluoro-2-methylpropan-2-yl)oxy)ethyl)-1H-benzo[d]imidazol-5-yl)-2-methoxyethyl)-5,5-difluorotetrahydropyrimidin-2(1H)-one N[C@@H](COC(C(F)(F)F)(C)C)C1=NC2=C(N1)C=CC(=C2)[C@@H](COC)N2C(NCC(C2)(F)F)=O |o1:1|